CN1N=C(C=C1)C=1C=C(C=CC1)C1=C(C(=NC(=N1)N1CCOCC1)NC=1C=NC=CC1)S(=O)C 6-(3-(1-methyl-1H-pyrazol-3-yl)phenyl)-5-(methylsulfinyl)-2-morpholino-N-(pyridin-3-yl)pyrimidin-4-amine